BrC1=CC=C(C=C1)C(C(C(C)O)C1=CC=CC=C1)=O 1-(4-bromophenyl)-3-hydroxy-2-phenylbutan-1-one